C(C)[S@](=O)(=N)C=1C=CC(=C(C1)C=1N(C2=CC=CC=C2C1)C(=O)OC(C)(C)C)N1C[C@H](CC1)[C@H](C)O tert-butyl 2-(5-((R)-ethylsulfonimidoyl)-2-((S)-3-((S)-1-hydroxyethyl)pyrrolidin-1-yl)phenyl)-1H-indole-1-carboxylate